4-fluoro-2-methyl-2H-indazol-5-amine FC=1C2=CN(N=C2C=CC1N)C